methyl 2-(4-(6-((4-cyano-2-fluorobenzyl) oxy) pyridin-2-yl)-2,5-difluorobenzyl)-1-(2-(cyclopropylamino) ethyl)-1H-benzo[d]imidazole-6-carboxylate C(#N)C1=CC(=C(COC2=CC=CC(=N2)C2=CC(=C(CC3=NC4=C(N3CCNC3CC3)C=C(C=C4)C(=O)OC)C=C2F)F)C=C1)F